FC1=C(C(=C(C=C1C)C1=NNC2=CC(=CC=C12)C=1CCN(CC1)S(=O)(=O)C)F)O 2,6-Difluoro-3-methyl-5-(6-(1-(methylsulfonyl)-1,2,3,6-tetrahydropyridin-4-yl)-1H-indazol-3-yl)phenol